dihydrothiazolo[4,5-c]pyridine S1CNC=2C=NC=CC21